7-chloro-1-methyl-5-phenyl-3H-1,4-benzodiazepine ClC=1C=CC2=C(C(=NCCN2C)C2=CC=CC=C2)C1